di(isostearyl) adipate C(CCCCC(=O)OCCCCCCCCCCCCCCCC(C)C)(=O)OCCCCCCCCCCCCCCCC(C)C